COC1=CC2=C(C=CN=C2C=C1)[C@@H]([C@H]3C[C@@H]4CCN3C[C@@H]4C=C)O The molecule is a cinchona alkaloid consisting of cinchonine with the hydrogen at the 6-position of the quinoline ring substituted by methoxy. It has a role as an alpha-adrenergic antagonist, an antimalarial, an anti-arrhythmia drug, a sodium channel blocker, a muscarinic antagonist, a potassium channel blocker, a P450 inhibitor, an EC 1.14.13.181 (13-deoxydaunorubicin hydroxylase) inhibitor, an EC 3.6.3.44 (xenobiotic-transporting ATPase) inhibitor and a drug allergen. It derives from a hydride of a cinchonan.